BrC1=NC=CC(=C1)N1C(C2=CC(=C(C=C2C(=N1)C1=CC=C(C=C1)OC)C)C)=O 2-(2-bromo-4-pyridyl)-4-(4-methoxyphenyl)-6,7-dimethyl-phthalazin-1-one